N1CC(C1)COC1=C2C(N(C(C2=CC=C1)=O)C1C(NC(CC1)=O)=O)=O 4-(azetidin-3-ylmethoxy)-2-(2,6-dioxo-3-piperidyl)isoindoline-1,3-dione